dimethyl-2-phenyl-chromen-4-one CC1=C2C(C(=C(OC2=CC=C1)C1=CC=CC=C1)C)=O